ClC1=NN2C(N=CC(=C2[C@H](C)OC)NC(NC=2C=C(C(=NC2)N2N=CC(=C2)NC(C)=O)C(F)(F)F)=O)=C1 (S)-N-(1-(5-(3-(2-chloro-7-(1-methoxyethyl)pyrazolo[1,5-a]pyrimidin-6-yl)ureido)-3-(trifluoromethyl)pyridin-2-yl)-1H-pyrazol-4-yl)acetamide